CN1N=C(N=C1OC1CCOCC1)C1=CC=C(C=O)C=C1 4-[1-methyl-5-(tetrahydro-2H-pyran-4-yloxy)-1H-1,2,4-triazol-3-yl]benzaldehyde